2-hydroxy-2-(naphthalen-2-yloxy)ethylacrylic acid OC(CC(C(=O)O)=C)OC1=CC2=CC=CC=C2C=C1